BrC=1C(=C2C=NN(C2=CC1)COCC[Si](C)(C)C)Cl 5-bromo-4-chloro-1-((2-(trimethylsilyl)ethoxy)methyl)-1H-indazole